5-(5-chloro-3-cyano-2-fluorophenoxy)-1-(4-methoxybenzyl)-6-oxo-1,6-dihydropyrimidine-4-carboxylate ClC=1C=C(C(=C(OC2=C(N=CN(C2=O)CC2=CC=C(C=C2)OC)C(=O)[O-])C1)F)C#N